ClC=1C(=CC(=C(C1)N(C(=O)C1N(NC(C1)=O)C1=NC(=CC(=C1)C(F)(F)F)C)C([2H])([2H])[2H])F)F N-(5-chloro-2,4-difluorophenyl)-N-(methyl-d3)-2-(6-methyl-4-(trifluoromethyl)pyridin-2-yl)-5-oxopyrazolidine-3-carboxamide